5-(3-Chloro-2-fluoro-6-(1H-tetrazol-1-yl)phenyl)-2-((1S*)-1-(4-(4-((methoxycarbonyl)amino)phenyl)-1H-pyrazol-1-yl)-2-(tetrahydrofuran-2-yl)ethyl)pyridine 1-oxide ClC=1C(=C(C(=CC1)N1N=NN=C1)C=1C=CC(=[N+](C1)[O-])[C@H](CC1OCCC1)N1N=CC(=C1)C1=CC=C(C=C1)NC(=O)OC)F |o1:19|